[Cl-].[Cl-].[Cl-].[Ti+3].C(C)(C)(C)C1=C(C(C=NC2=C(C=CC=C2)SC)=CC(=C1)C(C)(C)C)O 3,5-di-tert-butylsalicylidene-2-methylthioaniline titanium trichloride